1-TBDMS-INDOLE-4-BORONIC ACID [Si](C)(C)(C(C)(C)C)N1C=CC=2C(=CC=CC12)B(O)O